chloromethyl-(dimethyl)t-butyloxysilane diethyl-2-methyl-2-(4-nitro-1H-pyrazol-1-yl)malonate C(C)OC(C(C(=O)OCC)(N1N=CC(=C1)[N+](=O)[O-])C)=O.ClC[Si](OC(C)(C)C)(C)C